1-(6-methyl-3,4-dihydro-2H-pyran-5-yl)ethan-1-one CC1=C(CCCO1)C(C)=O